3-(4-(3-(1H-Imidazol-1-yl)-4-methylpiperidin-1-yl)pyrimidin-2-yl)-6-(trifluoromethyl)imidazo[1,2-a]pyrazine N1(C=NC=C1)C1CN(CCC1C)C1=NC(=NC=C1)C1=CN=C2N1C=C(N=C2)C(F)(F)F